ClC=1C=C2N=C(N=C3C2=C(OC[C@@H]2[C@@H]4CC[C@H](CN32)N4C(=O)OCC4=CC=CC=C4)N1)F Benzyl (5aS,6S,9R)-2-chloro-12-fluoro-5a,6,7,8,9,10-hexahydro-5H-4-oxa-3,10a,11,13,14-pentaaza-6,9-methanonaphtho[1,8-ab]heptalene-14-carboxylate